1-cyclopentyl-4-(4-(4,4,5,5-tetramethyl-1,3,2-dioxaborolan-2-yl)phenyl)piperazine C1(CCCC1)N1CCN(CC1)C1=CC=C(C=C1)B1OC(C(O1)(C)C)(C)C